O=C1NC(CCC1N1C(C2=CC=CC(=C2C1=O)NCCC[C@@H]1CNCCO1)=O)=O 2-(2,6-Dioxo-3-piperidyl)-4-[3-[(2R)-morpholin-2-yl]propylamino]isoindoline-1,3-dione